N-(1-(3-(2-(trifluoromethyl)pyridin-4-yl)-1,2,4-oxadiazol-5-yl)ethyl)-1H-pyrazole-5-carboxamide FC(C1=NC=CC(=C1)C1=NOC(=N1)C(C)NC(=O)C1=CC=NN1)(F)F